2-chloro-6-[3-[(3-fluoro-1-bicyclo[1.1.1]pentanyl)methoxy]pyrazol-1-yl]pyridine-3-carboxylic acid tert-butyl ester C(C)(C)(C)OC(=O)C=1C(=NC(=CC1)N1N=C(C=C1)OCC12CC(C1)(C2)F)Cl